OC1(CC(C1)C(=O)N1CC2(C1)C[C@H](CC2)CC2=CC(=CC=C2)OC(F)(F)F)C |r| (rac)-((1s,3s)-3-hydroxy-3-methylcyclobutyl)(6-(3-(trifluoromethoxy)benzyl)-2-azaspiro[3.4]oct-2-yl)methanone